(3-(benzyloxy)piperidin-1-yl)(5-(2,4,5-trifluoro-3-hydroxyphenyl)-1,2,4-oxadiazol-3-yl)methanone C(C1=CC=CC=C1)OC1CN(CCC1)C(=O)C1=NOC(=N1)C1=C(C(=C(C(=C1)F)F)O)F